3',6'-dihydro-2'H-[3,4']bipyridinyl-1'-carboxylic acid tert-butyl ester C(C)(C)(C)OC(=O)N1CCC(=CC1)C=1C=NC=CC1